tert-butyl 2-(5-{2-[ethyl (propan-2-yl) carbamoyl]-4-fluorophenoxy} pyrimidin-4-yl)-2,7-diazaspiro[3.5]nonane-7-carboxylate C(C)N(C(=O)C1=C(OC=2C(=NC=NC2)N2CC3(C2)CCN(CC3)C(=O)OC(C)(C)C)C=CC(=C1)F)C(C)C